dimethyl-3,4-dihydropyrimidin-4-one CN1C(=NC=CC1=O)C